F\C=C/1\C[C@@H]2CCCN2C1 (2z,7aS)-2-(fluoromethylene)tetrahydro-1H-pyrrolizin